CN1N=CC(=C1)S(=O)(=O)NC1=NC(=CC(=N1)OC1=CC=C(C=C1)N1CCNCC1)C1=C(C=C(C=C1C)C)C 1-Methyl-N-[4-(4-piperazin-1-ylphenoxy)-6-(2,4,6-trimethylphenyl)pyrimidin-2-yl]pyrazole-4-sulfonamide